ClC1=C(OC=2C=C3CCN(CC3=CC2)CCOC)C(=CC(=C1)[N+](=O)[O-])Cl 6-(2,6-Dichloro-4-nitrophenoxy)-2-(2-methoxyethyl)-3,4-dihydroisoquinoline